C(CCCCCCC)SC(CCC(=O)OCCCCCCCCBr)SCCCCCCCC 8-bromooctyl 4,4-bis(octylthio)butanoate